[N+](=O)([O-])C=1C(=C(C(=NC1)[N+](=O)[O-])[N+](=O)[O-])[N+](=O)[O-] tetranitropyridine